diisopropyl-sulfur nitrogen [N].C(C)(C)SC(C)C